methyl (S)-3-(6-(2-chloro-3,5-difluorophenyl)-4-((3-(trifluoromethyl)phenyl)sulfonyl)-3,4-dihydro-2H-benzo[b][1,4]oxazin-2-yl)propanoate ClC1=C(C=C(C=C1F)F)C1=CC2=C(O[C@H](CN2S(=O)(=O)C2=CC(=CC=C2)C(F)(F)F)CCC(=O)OC)C=C1